FC1=C(C(=CC=C1)F)C1=CC(=CC=C1)[C@H](CC(=O)O)NC(=O)NC=1C(N(C=C(C1O)C)C)=O (S)-3-(2',6'-difluorobiphenyl-3-yl)-3-(3-(4-hydroxy-1,5-dimethyl-2-oxo-1,2-dihydropyridin-3-yl)ureido)propanoic acid